FCC1(CN(CC(C1)NC1=NC=CC(=N1)C=1C(=NC=CC1)OC1=C(C(=C(C(=C1)F)NS(=O)(=O)CC1=CC=CC=C1)F)F)C(=O)OC(C)(C)C)C tert-Butyl 3-(fluoromethyl)-3-methyl-5-((4-(2-(2,3,5-trifluoro-4-((phenylmethyl)sulfonamido)phenoxy)pyridin-3-yl)pyrimidin-2-yl)amino)piperidine-1-carboxylate